2,4-bis(benzyloxy)-5-bromobenzoic acid C(C1=CC=CC=C1)OC1=C(C(=O)O)C=C(C(=C1)OCC1=CC=CC=C1)Br